NC1=NN(C2=CC=CC(=C12)C=1C=C2C=CC=C(C2=CC1)C(=O)NC1=CC=C(C=C1)F)C(=O)C=1OC=CC1 6-(3-amino-1-(furan-2-carbonyl)-1H-indazol-4-yl)-N-(4-fluorophenyl)-1-naphthamide